4,4-difluoropyrrolidin-3-ol hydrochloride Cl.FC1(C(CNC1)O)F